C(C)(C)NC(=O)[C@@H]1CC[C@H](CO1)NC(OC(C)(C)C)=O Tert-butyl [(3R,6S)-6-(isopropylcarbamoyl)tetrahydro-2H-pyran-3-yl]carbamate